COC1=C(C=CC=C1)C(C(=O)N)N1C(C2=CC=CC=C2C1)=O 2-(2-methoxyphenyl)-2-(1-oxoisoindole-2-yl)acetamide